FC1=C(C=CC(=C1)F)C=1C=NC=2N(N1)C=C(N2)COC2=CC=CC=C2 2-(2,4-difluorophenyl)-6-phenoxymethylimidazo[1,2-b][1,2,4]triazine